C1(CCC1)C=1C(=NN(C1C1=CC(=C(C(=C1)F)F)F)C)NC(C[C@H]1C(C(C1)(F)F)(F)F)=O (R)-N-(4-cyclobutyl-1-methyl-5-(3,4,5-trifluorophenyl)-1H-pyrazol-3-yl)-2-(2,2,3,3-tetrafluorocyclobutyl)acetamide